6-[4-Chloro-3-(difluoromethoxy)phenyl]-1-(pyrimidin-5-ylmethyl)pyrazolo[4,3-b]pyridine ClC1=C(C=C(C=C1)C=1C=C2C(=NC1)C=NN2CC=2C=NC=NC2)OC(F)F